1-(5-(tert-butyl)isoxazol-3-yl)-3-(2-(methylthio)-4-((3-oxo-3,4-dihydropyrido[2,3-b]pyrazin-8-yl)oxy)phenyl)urea C(C)(C)(C)C1=CC(=NO1)NC(=O)NC1=C(C=C(C=C1)OC1=CC=NC=2NC(C=NC21)=O)SC